C(C)(C)(C)OC(NC=1C=NC=C(C1)CO)=O (5-(hydroxymethyl)pyridin-3-yl)carbamic acid tert-butyl ester